10-methoxy-5,6-dihydro-[1,3]Dioxazolo[4,5-g]Isoquinolino[3,2-a]Isoquinoline COC=1C=CC=2C=C3N(CCC4=CC5=C(C=C34)ONO5)CC2C1